[N+](=O)([O-])C=1C=CC(=C(C(=O)O)C1)SC=1SC=NN1 5-nitro-2-(1,3,4-thiadiazol-2-ylsulfanyl)benzoic acid